8-bromo-2-hydroxy-6-methyl-quinoline BrC=1C=C(C=C2C=CC(=NC12)O)C